P(=O)(O)(O)O.C(C)O[SiH](OCC)OCC triethoxysilane phosphate